[4-(piperidin-4-ylmethoxy)phenyl](pyrrolidin-1-yl)methanone hydrochloride Cl.N1CCC(CC1)COC1=CC=C(C=C1)C(=O)N1CCCC1